2,6-bis(diglycidyl-aminomethyl)norbornane C(C1CO1)C(C1C2C(CC(C1)C2)C(N)(CC2CO2)CC2CO2)(N)CC2CO2